N-(4-Amino-6-oxo-1,6-dihydropyrimidin-5-yl)-5-iodo-2-methylbenzamide NC=1N=CNC(C1NC(C1=C(C=CC(=C1)I)C)=O)=O